(S)-N-(3-(1-((2-ethyl-2H-pyrazolo[3,4-b]pyrazin-6-yl)amino)ethyl)phenyl)-6-(ethylamino)-5-methylnicotinamide C(C)N1N=C2N=C(C=NC2=C1)N[C@@H](C)C=1C=C(C=CC1)NC(C1=CN=C(C(=C1)C)NCC)=O